(1-sec-Butyl-5-[1,2,4]triazol-1-yl-1H-pyrazolo[4,3-d]pyrimidin-7-yl)-((R)-cyclopropyl-quinolin-3-yl-methyl)-amin C(C)(CC)N1N=CC=2N=C(N=C(C21)N[C@@H](C=2C=NC1=CC=CC=C1C2)C2CC2)N2N=CN=C2